N-(4,4-difluoro-1-methylpyrrolidin-3-yl)-6-fluoro-3-nitroquinolin-4-amine FC1(C(CN(C1)C)NC1=C(C=NC2=CC=C(C=C12)F)[N+](=O)[O-])F